(9H-fluoren-9-yl)methyl (S)-(1-(3,5-dibromo-4-methoxyphenyl)-3-hydroxypropan-2-yl)carbamate BrC=1C=C(C=C(C1OC)Br)C[C@@H](CO)NC(OCC1C2=CC=CC=C2C=2C=CC=CC12)=O